OCC1(OC2=CC(=C(C=C2CC1)NC(=O)C=1C=NN2C1N=CC=C2)N2CCOCC2)C N-[2-(hydroxymethyl)-2-methyl-7-morpholino-chroman-6-yl]pyrazolo[1,5-a]pyrimidine-3-carboxamide